BrC1=CC=C(C=C1)C1=NOC(=N1)COC1=C(C=CC(=C1)C)C(C)C 3-(4-bromophenyl)-5-{[5-methyl-2-(propan-2-yl)phenoxy]methyl}-1,2,4-oxadiazole